O1COC2=C1C=CC(=C2)[C@H]2N1[C@H](CC3=C2NC=2C=CC=CC32)C(N(CC1=O)C)=O (6R-trans)-6-(1,3-benzodioxol-5-yl)-2,3,6,7,12,12a-hexahydro-2-methyl-pyrazino[1',2':1,6]pyrido[3,4-b]indole-1,4-dione